[Ag].[Sn].[Pb] Lead-Tin-Silver